IC=1C=C(C=C(C1CCCCC)I)[C@H]1[C@@H](CCC(=C1)C)C(=C)C (1'R,2'R)-3,5-diiodo-5'-methyl-4-pentyl-2'-(prop-1-en-2-yl)-1',2',3',4'-tetrahydro-[1,1'-biphenyl]